C(=O)(O)C(C\C=C/CCCCCOCCCCC(C(=O)O)(C)C)(C)C (Z)-6-(9-Carboxy-9-methyl-dec-6-enyloxy)-2,2-dimethyl-hexanoic acid